N-(5-(2-Chloroacetamido)-2-methylpyridin-3-yl)-2-(1-(2-methoxyethyl)-1H-pyrazol-4-yl)pyrazolo[5,1-b]Thiazole-7-carboxamide ClCC(=O)NC=1C=C(C(=NC1)C)NC(=O)C=1C=NN2C1SC(=C2)C=2C=NN(C2)CCOC